6-chloro-4-(cyclohexyloxy)nicotinamide ClC1=NC=C(C(=O)N)C(=C1)OC1CCCCC1